9-(5-chloro-6-methoxypyridin-3-yl)-3,4-dihydropyrido[2,1-c][1,2,4]thiadiazine 2,2-dioxide ClC=1C=C(C=NC1OC)C1=CC=CN2C1=NS(CC2)(=O)=O